FC(OC1=CC(=NN1)NC1=CN=C2C(=N1)NN=C2)F N-(5-(difluoromethoxy)1H-pyrazol-3-yl)-1H-pyrazolo[3,4-b]Pyrazin-6-amine